(R)-N-benzyl-5-(1-(6-(2-hydroxy-2-(3-(trifluoromethyl)phenyl)acetyl)-4-oxo-4,5,6,7,8,9-hexahydro-3H-pyrimido[5,4-c]azepin-2-yl)cyclopropyl)thiophene-3-carboxamide Natrium butyrat C(CCC)(=O)[O-].[Na+].C(C1=CC=CC=C1)NC(=O)C1=CSC(=C1)C1(CC1)C=1NC(C=2CN(CCCC2N1)C([C@@H](C1=CC(=CC=C1)C(F)(F)F)O)=O)=O